N=1N2C(=CC1)C1(CC2)CN(CC1)C(=O)[O-] 5',6'-dihydrospiro[pyrrolidine-3,4'-pyrrolo[1,2-b]pyrazole]-1-carboxylate